5-(N-(2-(4-(2,6-dimethoxybenzoyl)piperazin-1-yl)phenyl)-N-phenethylsulfamoyl)3-methylbenzofuran-2-carboxylic acid COC1=C(C(=O)N2CCN(CC2)C2=C(C=CC=C2)N(S(=O)(=O)C=2C=CC3=C(C(=C(O3)C(=O)O)C)C2)CCC2=CC=CC=C2)C(=CC=C1)OC